(S)-2-((3S,5S)-3,5-dimethylpiperazin-1-yl)-N-(3-(5-fluoro-2-((2-fluoro-3-(methylsulfonyl)phenyl)amino)pyrimidin-4-yl)-1H-indol-7-yl)propanamide C[C@H]1CN(C[C@@H](N1)C)[C@H](C(=O)NC=1C=CC=C2C(=CNC12)C1=NC(=NC=C1F)NC1=C(C(=CC=C1)S(=O)(=O)C)F)C